4-((2,5-dioxo-2,5-dihydro-1H-pyrrol-1-yl)diphenylmethyl)-N-(2,5,8,11,14,17,20,23,26,29,32,35-dodecaoxaheptatriacontan-37-yl)benzamide O=C1N(C(C=C1)=O)C(C1=CC=C(C(=O)NCCOCCOCCOCCOCCOCCOCCOCCOCCOCCOCCOCCOC)C=C1)(C1=CC=CC=C1)C1=CC=CC=C1